N-(4-aminobutyl)-5-(4-(3-aminoprop-1-yn-1-yl)phenyl)furan-2-carboxamide NCCCCNC(=O)C=1OC(=CC1)C1=CC=C(C=C1)C#CCN